C1(=CC=CC=C1)C=1C=C(C=O)C=CC1C=O 3-phenyl-terephthalaldehyde